1-phenyl-3-(4-methylphenyl)-3-hydroxy-1-propanone C1(=CC=CC=C1)C(CC(O)C1=CC=C(C=C1)C)=O